ClC1=C(C=C2C=C(N=CC2=C1)NC(=O)C1CC1)F N-(7-chloro-6-fluoroisoquinolin-3-yl)cyclopropanecarboxamide